3-carboxy-2-hydroxy-pentane C(=O)(O)C(C(C)O)CC